N-((4-(hydroxymethyl)-7-(4-(trifluoromethoxy)phenyl)-2,3-dihydrobenzofuran-5-yl)methyl)-N-methylacrylamide OCC1=C(C=C(C2=C1CCO2)C2=CC=C(C=C2)OC(F)(F)F)CN(C(C=C)=O)C